ClC1=NC=CC(=C1F)OC=1C=NC=C(C1C)OC1=CC=C(C=C1)Cl 2-chloro-4-[[5-(4-chlorophenoxy)-4-methyl-3-pyridyl]oxy]-3-fluoro-pyridine